C1(CC1)N1C=C(C2=CC=CC=C12)C1=NC(=NC=C1C=1C=NN(C1)C([2H])([2H])[2H])NC=1C(=CC(=C(C1)NC(C=C)=O)N(CC1N(CCC1)C)C)OC N-(5-((4-(1-Cyclopropyl-1H-indol-3-yl)-5-(1-(methyl-d3)-1H-pyrazol-4-yl)pyrimidin-2-yl)amino)-4-methoxy-2-(methyl((1-methylpyrrolidin-2-yl)methyl)amino)phenyl)acrylamide